C(C)[C@@H]1N(CCOC1)C1=NC(=NC(=C1)C1(CCOCC1)S(=O)(=O)C)C1=CC=C2C(=N1)C=C(N2)CO (5-{4-[(3S)-3-ethylmorpholin-4-yl]-6-(4-methanesulfonyloxan-4-yl)pyrimidin-2-yl}-1H-pyrrolo[3,2-b]pyridin-2-yl)methanol